(3aR,5s,6aS)-N-(6-(2,5-difluorophenyl)-5-methyl-4-(trifluoromethyl)pyridazin-3-yl)-2-((tetrahydro-2H-pyran-4-yl)methyl-d2)octahydrocyclopenta[c]pyrrol-5-amine FC1=C(C=C(C=C1)F)C1=C(C(=C(N=N1)NC1C[C@@H]2[C@@H](CN(C2)C([2H])([2H])C2CCOCC2)C1)C(F)(F)F)C